CC1(CN(CCO1)C(=O)OC(C)(C)C)C(=O)[O-] 4-(tert-butyl) 2-methylmorpholine-2,4-dicarboxylate